FC1=C(CN2C(C=3NN=C(C3C2)NC(C2=CC=C(C=C2)N2CCOCC2)=O)(C)C)C=CC=C1F N-[5-(2,3-difluorobenzyl)-6,6-dimethyl-1,4,5,6-tetrahydropyrrolo[3,4-c]pyrazol-3-yl]-4-morpholinylbenzamide